C(C)OC(=O)C=1C=NC(=NC1)N1CCC(CC1)CO 2-(4-(hydroxymethyl)piperidin-1-yl)pyrimidine-5-carboxylic acid ethyl ester